tert-butyl 3-(4-bromo-3-fluoro-phenyl)azetidine-1-carboxylate BrC1=C(C=C(C=C1)C1CN(C1)C(=O)OC(C)(C)C)F